Cl.CC1=CC=C(C=2C=CC=NC12)N[C@H]1CNCC1 (R)-8-methyl-N-(pyrrolidin-3-yl)quinolin-5-amine hydrochloride